3-(2-chloro-4'-(4-methyl-6-oxo-4,7-diazaspiro[2.5]octan-7-yl)-[1,1'-biphenyl]-3-yl)piperidine-2,6-dione ClC1=C(C=CC=C1C1C(NC(CC1)=O)=O)C1=CC=C(C=C1)N1C(CN(C2(CC2)C1)C)=O